C12(CC(C1)C2)N2CC(N(S(C1=C2C=C(C(=C1)O)SC)(=O)=O)C)COCC 5-(bicyclo[1.1.1]pentan-1-yl)-3-(ethoxymethyl)-8-hydroxy-2-methyl-7-(methylthio)-2,3,4,5-tetrahydrobenzo[f][1,2,5]thiadiazepine 1,1-dioxide